C(C)(C)OC([C@@H](N)C)=O L-alanine-iso-propylester